S1C(=NC2=C1C=CC=C2)SC2=C(C=C(C=C2)NC(=O)NC2=CC=C(C=C2)C(F)(F)F)Cl 1-(4-(benzo[d]thiazol-2-ylsulfanyl)-3-chlorophenyl)-3-(4-(trifluoromethyl)phenyl)urea